CC(CC(C)C1=C(C=CC=C1)NC=C(C(=O)OCC)C(=O)OCC)C Diethyl ({[2-(4-methylpentan-2-yl)phenyl]amino}methylene)malonate